C[C@@H]1[C@H]2C([C@H]2[C@@H](N1C)C)C(=O)NC(COC1=NC=CC=C1C)(C)C (1R,2R,4S,5S,6r)-2,3,4-trimethyl-N-(2-methyl-1-((3-methylpyridin-2-yl)oxy)propan-2-yl)-3-azabicyclo[3.1.0]hexane-6-carboxamide